BrC=1C(=CC=2C3=C(C(=NC2C1F)SC)N=NN3[C@@H]3C[C@H](N(CC3)C(=O)OC(C)(C)C)CC(=O)OC(C)(C)C)C(F)(F)F tert-butyl (2S,4S)-4-(7-bromo-6-fluoro-4-(methylthio)-8-(trifluoromethyl)-1H-[1,2,3]triazolo[4,5-c]quinolin-1-yl)-2-(2-(tert-butoxy)-2-oxoethyl)piperidine-1-carboxylate